ClCC(=O)NCCN(C(=O)C(NC(CCC(NC(COCCOCCNC(CCCNC(CBr)=O)=O)=O)C(=O)O)=O)CCC(=O)O)CCNC(CCl)=O 23-(Bis(2-(2-chloroacetamido)ethyl)carbamoyl)-1-bromo-18-carboxy-2,7,16,21-tetraoxo-11,14-dioxa-3,8,17,22-tetraazahexacosan-26-oic acid